ClC1=CC(=C2C(=N1)C(NC2C2=C(C=CC=C2)Cl)=O)NC(=O)C2=NSC1=C2C=CC=C1 N-[2-Chloro-5-(2-chlorophenyl)-7-oxo-5H,6H,7H-pyrrolo[3,4-b]pyridin-4-yl]-1,2-benzothiazole-3-carboxamide